C1(CC1)COC1=CC=C(C=C1)CN (4-(cyclopropylmethoxy)phenyl)methylamine